BrC=1N=C(N2C1[C@H](N(CC2)S(=O)(=O)C)C)C2=NC(=NS2)C (R)-5-(1-bromo-8-methyl-7-(methylsulfonyl)-5,6,7,8-Tetrahydroimidazo[1,5-a]pyrazin-3-yl)-3-methyl-1,2,4-thiadiazole